C(C)OC(CCCCC=1C(=NC=CC1)C(=O)O)=O (5-ethoxy-5-oxopentyl)pyridine-2-carboxylic acid